[I-].C(C)(=S)OCC[N+](C)(C)C Thioacetyl-Choline Iodide